[Si](C1=CC=CC=C1)(C1=CC=CC=C1)(C(C)(C)C)OC[C@H]1OC([C@H]2[C@@H]1OC(O2)(C)C)C(C#N)=CO ((3aS,6R,6aR)-6-(((tert-butyldiphenylsilyl)oxy)methyl)-2,2-dimethyltetrahydrofuro[3,4-d][1,3]dioxol-4-yl)-3-hydroxyacrylonitrile